C(C)C=1C2=C(SC1C(CC)=O)C=CC=C2 1-(3-ethylbenzo[b]thiophen-2-yl)propan-1-one